CC1(NN(C(=C1)C(=O)NCC1OCCCC1)[C@@H](C)C1=CC=CC=C1)C(=O)N 3-methyl-1-((S)-1-phenylethyl)-N5-((tetrahydro-2H-pyran-2-yl)methyl)-1H-pyrazole-3,5-dicarboxamide